4-(1-(1-Ethoxyethyl)-1H-pyrazol-4-yl)-3-fluorobenzoic acid methyl ester COC(C1=CC(=C(C=C1)C=1C=NN(C1)C(C)OCC)F)=O